C(CCCCC)[SiH2]OC(Cl)Cl n-hexyldichloromethoxysilane